C[C@H]1N(C[C@@H](N(C1)C(=O)OC(C)(C)C)C1=CC=CC=C1)C(=O)C1(CC1)C (2S,5R)-tert-butyl 5-methyl-4-(1-methylcyclopropanecarbonyl)-2-phenylpiperazine-1-carboxylate